8-Fluoro-4-methyl-2-((4-(5-(pyridin-3-yl)-pyrazol-3-yl)piperidin-1-yl)methyl)quinazoline FC=1C=CC=C2C(=NC(=NC12)CN1CCC(CC1)C1=NNC(=C1)C=1C=NC=CC1)C